(3-cyano-4-fluorophenyl)-1,2,4-trimethyl-5-(2-((4-methyltetrahydro-2H-pyran-4-yl)amino)-2-oxoacetyl)-1H-pyrrole-3-carboxamide C(#N)C=1C=C(C=CC1F)NC(=O)C1=C(N(C(=C1C)C(C(=O)NC1(CCOCC1)C)=O)C)C